3-hexyl-1-(4-(5-phenyloxazol-2-yl)phenyl)-1H-imidazol C(CCCCC)N1CN(C=C1)C1=CC=C(C=C1)C=1OC(=CN1)C1=CC=CC=C1